2,3-dihydro-3,3-dimethylbenzofuran-5-ylethanesulfonate CC1(COC2=C1C=C(C=C2)OS(=O)(=O)CC)C